ClC1=CC=C(OCC(=O)N2CCN(CC2)C=2C=NN3C2C=CC(=C3)C=3C=NN(C3)C)C=C1 2-(4-chlorophenoxy)-1-(4-(6-(1-methyl-1H-pyrazol-4-yl)pyrazolo[1,5-a]pyridin-3-yl)piperazin-1-yl)ethan-1-one